IC(CCCOCOCOCCCC(C)I)C 4-iodopentyloxymethyl ether